C[C@H]1CN(C[C@@H](N1)C)[C@H]1CNCC1 (3S,5S)-3,5-Dimethyl-1-((R)-pyrrolidin-3-yl)piperazine